C(C=C)SC1=C(C(=CC(=N1)N(CC1=CC=C(C=C1)OC)CC1=CC=C(C=C1)OC)C)C(F)(F)F 6-(allylthio)-N,N-bis(4-methoxybenzyl)-4-methyl-5-(trifluoromethyl)pyridin-2-amine